C1(CC1)S(=O)(=O)N1N=CC(=C1)C1=NC=CC(=N1)NC1=CC(=C(C=N1)C1=NC=CC(=C1)C(F)F)NC1CCC(CC1)CN(C)C N6'-(2-(1-(Cyclopropylsulfonyl)-1H-pyrazol-4-yl)pyrimidin-4-yl)-4-(difluoromethyl)-N4'-((1s,4s)-4-((dimethylamino)methyl)cyclohexyl)-[2,3'-bipyridine]-4',6'-diamine